N2-(4-(((2-amino-4-oxo-3,4-dihydropteridin-6-yl)methyl)amino)benzoyl)-N5-(2-aminoethyl)glutamine NC1=NC2=NC=C(N=C2C(N1)=O)CNC1=CC=C(C(=O)N[C@@H](CCC(NCCN)=O)C(=O)O)C=C1